C(C)NC1=NC(=NN1C1=CC=C(C=C1)OC(F)(F)F)C1=C(C=O)C=CC=C1 [5-(Ethylamino)-1-[4-(trifluoromethoxy)phenyl]-1,2,4-triazol-3-yl]benzaldehyd